[(2R)-2-methoxy-3-octadecoxypropyl] (2,3,4-trihydroxy cyclohexyl) hydrogen phosphate P(=O)(OC[C@@H](COCCCCCCCCCCCCCCCCCC)OC)(OC1C(C(C(CC1)O)O)O)O